1-methyl-4-{4-methyl-4-[5-(propan-2-yl)-1,3-benzooxazol-2-yl]Piperidin-1-yl}-2-oxo-1,2-dihydroquinoline-3-carbonitrile CN1C(C(=C(C2=CC=CC=C12)N1CCC(CC1)(C=1OC2=C(N1)C=C(C=C2)C(C)C)C)C#N)=O